C(C)(C)N1C(NC(C=C1)=O)=O 1-isopropyl-2,4-dioxo-pyrimidine